1-((2-(trimethylsilyl)ethoxy)methyl)-4,6-dihydropyrrolo[3,4-d]imidazole-5(1H)-carboxylic acid C[Si](CCOCN1C=NC2=C1CN(C2)C(=O)O)(C)C